BrC=1C=C(C=NC1)[C@H]1N(OC(C1)O)C(=O)OC(C)(C)C Tert-butyl (3S)-3-(5-bromo-3-pyridyl)-5-hydroxy-isoxazolidine-2-carboxylate